ClC1=C(N=C2N1C=CC(=C2)C(=O)O)C2=C(C=C(C=C2C=2C(=NN(C2)C)F)F)F 3-chloro-2-(2,4-difluoro-6-(3-fluoro-1-methyl-1H-pyrazol-4-yl)phenyl)imidazo[1,2-a]pyridine-7-carboxylic acid